Hexafluorophosphate-azabenzotriazole N1N=NC2=C1C=CC=N2.F[P-](F)(F)(F)(F)F